CCCCCCCCC(CCCCCCCC)OC(CCCCCCCN(CCCCCCC(C(=O)[O-])(C(=O)[O-])C)CCO)=O 2-(6-((8-(heptadecan-9-yloxy)-8-oxooctyl)(2-hydroxyethyl)amino)hexyl)-2-methylmalonate